[(3S)-1-methylpyrrolidin-3-yl] 4-[6-[5-(6-methyl-2-pyridyl)-1H-imidazol-4-yl]-3-quinolyl]thiophene-2-carboxylate CC1=CC=CC(=N1)C1=C(N=CN1)C=1C=C2C=C(C=NC2=CC1)C=1C=C(SC1)C(=O)O[C@@H]1CN(CC1)C